3-((3,5-difluorophenyl)amino)-6-bromo-benzo[d]isothiazole 1,1-dioxide FC=1C=C(C=C(C1)F)NC1=NS(C2=C1C=CC(=C2)Br)(=O)=O